tert-butyl (R)-4-(2-(3-(3-(cyclopropyl(3-methyl-4-(1H-pyrazol-4-yl)benzyl)carbamoyl)piperidin-1-yl)phenoxy)-2-methylpropanoyl)piperazine-1-carboxylate C1(CC1)N(C(=O)[C@H]1CN(CCC1)C=1C=C(OC(C(=O)N2CCN(CC2)C(=O)OC(C)(C)C)(C)C)C=CC1)CC1=CC(=C(C=C1)C=1C=NNC1)C